(cyclopentadienyl)(1,5-dimethylindenyl)dimethylzirconium C1(C=CC=C1)[Zr](C)(C)C=1C(C2=CC=C(C=C2C1)C)C